COC=1C=C(C=C(C1)OC)C1(NC(C2=CC=CC=C12)=O)O 3-(3,5-dimethoxyphenyl)-3-hydroxyisoindolin-1-one